1,4,5,8-tetraamino-2,7-bis(4'-(pentoxy)phenyl)-9,10-anthracenedione NC1=C(C=C(C=2C(C3=C(C=C(C(=C3C(C12)=O)N)C1=CC=C(C=C1)OCCCCC)N)=O)N)C1=CC=C(C=C1)OCCCCC